FC1(CCN(CC1)CCOC=1C=C(C=CC1)CCN)F 2-{3-[2-(4,4-difluoropiperidin-1-yl)ethoxy]phenyl}ethan-1-amine